C(C)(=O)O[C@H]1[C@@H]([C@H](C(O)O[C@@H]1COC(C)=O)NC(C(F)(F)F)=O)O 4,6-di-O-acetyl-2-deoxy-2-trifluoroacetamido-D-glucopyranose